4-(((3S,4R)-4-(4-fluorophenyl)piperidin-3-yl)methoxy)-2-hydroxybenzoic acid FC1=CC=C(C=C1)[C@H]1[C@@H](CNCC1)COC1=CC(=C(C(=O)O)C=C1)O